BrC1=CC=C(S1)C(C(N1C(N=C(C(=C1)F)NC)=O)NC(C1=CC(=CC=C1)C)=O)=O N-(2-(5-Bromothiophen-2-yl)-1-(5-fluoro-4-(methylamino)-2-oxopyrimidin-1(2H)-yl)-2-oxoethyl)-3-methylbenzamide